8-[3-(3,3-Dicyclopropylpropoxy)-1H-pyrazol-1-yl]-12,12-dimethyl-2λ6-thia-3,9,11,18,23-pentaazatetracyclo[17.3.1.111,14.05,10]tetracosa-1(22),5,7,9,19(23),20-hexaene-2,2,4-trione C1(CC1)C(CCOC1=NN(C=C1)C1=CC=C2C(NS(C3=CC=CC(NCCCC4CC(N(C2=N1)C4)(C)C)=N3)(=O)=O)=O)C3CC3